[NH4+].[NH4+].OP(=O)([O-])[O-] The molecule is an inorganic phosphate, being the diammonium salt of phosphoric acid. It has a role as a fertilizer. It is an inorganic phosphate and an ammonium salt.